COC1=C2C(NC(=NC2=CC(=C1)OC)C1=CC=C(C=C1)N1CCC(CC1)N1CCN(CC1)CC1=C(C=C(C=C1)N1C(NC(CC1)=O)=O)F)=O 1-(4-((4-(1-(4-(5,7-dimethoxy-4-oxo-3,4-dihydroquinazolin-2-yl)phenyl)piperidin-4-yl)piperazin-1-yl)methyl)-3-fluorophenyl)dihydropyrimidine-2,4(1H,3H)-dione